Cl.NCC(C)(C)C1=CC=C(C=C1)C=1C=2C=3C(C(NC2C(=CC1O)C)=O)=CSC3 9-(4-(1-amino-2-methylpropan-2-yl)phenyl)-8-hydroxy-6-methylthieno[3,4-c]quinolin-4(5H)-one hydrochloride